sulfo succinimidyl-6-(4'-azido-2'-nitrophenylamino)hexanoate C1(CCC(N1C(C(=O)OS(=O)(=O)O)CCCCNC1=C(C=C(C=C1)N=[N+]=[N-])[N+](=O)[O-])=O)=O